ClC=1C=C(C=CC1F)[C@@H]1N(OCC1)C1=CC(=NC=N1)NC=1C(=CC(=C(C1)NC(C=C)=O)N1C[C@@H](CC1)N(C)C)OC N-(5-((6-((R)-3-(3-chloro-4-fluorophenyl)isoxazolidine-2-yl)pyrimidine-4-yl)amino)-2-((R)-3-(dimethylamino)pyrrolidine-1-yl)-4-methoxyphenyl)acrylamide